FC(OC1=CC=C(C=C1)N1C2=C(C=C(C1=O)C1=CC3=C(N=C4N3CCN4)C=C1)SC(=N2)OCC)F 4-(4-(difluoromethoxy)phenyl)-6-(2,3-dihydro-1H-benzo[d]imidazo[1,2-a]imidazol-6-yl)-2-ethoxythiazolo[4,5-b]pyridin-5(4H)-one